OCC1(CCOCC1)NC(=O)C=1C=2C[C@@H]3[C@H](C2N(N1)C1=NC=C(C(=C1)C)Cl)C3 (1aR,5aR)-2-(5-Chloro-4-methyl-pyridin-2-yl)-1a,2,5,5a-tetrahydro-1H-2,3-diaza-cyclopropa[a]pentalene-4-carboxylic acid (4-hydroxymethyl-tetrahydro-pyran-4-yl)-amide